S-(-)-benzoylmercapto-2-methylpropanoic acid C(C1=CC=CC=C1)(=O)SC(C(=O)O)(C)C